C1(=CC=CC=C1)C=1SC2=C(N1)C=CC=C2.C2(=CC=CC=C2)C=2SC1=C(N2)C=CC=C1.[Ir+3] Iridium (III) bis(phenylbenzothiazole)